5-Benzyl-N-(1-methyl-2-oxo-2,3,4,5-tetrahydro-1H-[1,3]diazepino[1,2-b]indazol-3-yl)-4H-1,2,4-triazol-3-carboxamid C(C1=CC=CC=C1)C=1NC(=NN1)C(=O)NC1C(N(C=2N(N=C3C=CC=CC23)CC1)C)=O